ClC=1C(C=CC(C1Cl)=O)=O 4,5-dichloro-3,6-dioxocyclohexa-1,4-diene